ClC=1C=C(C=NC1N1N=CC=N1)NC(=O)[C@H]1CC(C=2C=3N(N=CC21)C=C(N3)C(F)F)(C)C (S)-N-(5-chloro-6-(2H-1,2,3-triazol-2-yl)pyridin-3-yl)-2-(difluoromethyl)-9,9-dimethyl-8,9-dihydro-7H-cyclopenta[d]imidazo[1,2-b]pyridazine-7-carboxamide